6-bromo-8-isopropyl-2-(methylthio)imidazo[1',2':1,6]pyrido[2,3-d]pyrimidine BrC1=CC2=C(N=C(N=C2)SC)N2C1=NC(=C2)C(C)C